ClC1=C(N=C(NC1=O)C1=CC=NC=C1)N1CCN(CC1)C 5-chloro-4-(4-methylpiperazin-1-yl)-2-(4-pyridinyl)-1H-pyrimidin-6-one